C(C(=O)O)(=O)O.N[C@H]1[C@H]2CN([C@@H]1C2)C(=O)OC(C)(C)C tert-Butyl (1R,4R,5S)-5-amino-2-azabicyclo[2.1.1]hexane-2-carboxylate oxalate